Racemic-10-(5-tert-butyl-2-pyridyl)-6-(2,6-dimethylphenyl)-2,2-dioxo-9-oxa-2λ6-thia-3,5,12,19-tetrazatricyclo[12.3.1.14,8]nonadeca-1(18),4(19),5,7,14,16-hexaen-13-one C(C)(C)(C)C=1C=CC(=NC1)[C@@H]1OC2=CC(=NC(NS(C=3C=CC=C(C(NC1)=O)C3)(=O)=O)=N2)C2=C(C=CC=C2C)C |r|